ClC1=C(C=C(OCC(=O)NC23[C@H](CC(CC2)(CC3)NC(COC3=CC(=C(C=C3)Cl)F)=O)OC(CCC(=O)O)=O)C=C1)F 4-({(2S)-1,4-bis[2-(4-chloro-3-fluorophenoxy)acetamido]bicyclo[2.2.2]oct-2-yl}oxy)-4-oxobutanoic acid